ClC1=CC=C(C=C1)C1=NOC(=N1)C12CC(C1)(C2)NC(=O)C2=CC(=NC=C2)C(=O)N N4-[3-[3-(4-chlorophenyl)-1,2,4-oxadiazol-5-yl]-1-bicyclo[1.1.1]pentanyl]pyridine-2,4-dicarboxamide